[N+](=O)([O-])C1=C(C=C(S1)C(=O)OC)NC[C@H]1OCC1 Methyl (S)-5-nitro-4-((oxetan-2-ylmethyl)amino)thiophene-2-carboxylate